[C-]1(C=CC=C1)N1C(C=CC1=O)=O.[CH-]1C=CC=C1.[Fe+2] N-ferrocenyl-maleimide